ClC=1C=C2C(=NC(=NC2=C(C1)F)OC[C@]12CCCN2C[C@@H](C1)F)O 6-chloro-8-fluoro-2-(((2R,7aS)-2-fluorotetrahydro-1H-pyrrolizin-7a(5H)-yl)methoxy)quinazolin-4-ol